CC1=C(C=C(C=C1)C1CCN(CC1)C(=O)OC(C)(C)C)C(NC1(CC1)C1=CC=CC2=CC=CC=C12)=O tert-butyl 4-(4-methyl-3-((1-(naphthalen-1-yl)cyclopropyl)carbamoyl)phenyl)piperidine-1-carboxylate